oxazolic acid amide O1C(=NC=C1)C(=O)N